C(CCCC)N1C(CCC1)=O 1-pentylpyrrolidin-2-one